(R)-3-(3-(1-methyl-1H-pyrazol-4-yl)phenyl)isoxazolidine CN1N=CC(=C1)C=1C=C(C=CC1)[C@@H]1NOCC1